C(C)(C)(C)OC(=O)N([C@@H](CC(C)C)C(=O)O)C N-(t-butoxycarbonyl)-N-methylleucine